N(=[N+]=[N-])C1(O)[C@H](NC(C)=O)[C@@H](O)[C@@H](O)[C@H](O1)CO azido-N-acetylgalactosamine